FC1=CC=CC=2N=C(SC21)N(CCC2=CC=C(C=C2)OC)CC=2C=C1CN(CC1=CC2)S(=O)(=O)N 5-(((7-fluorobenzo[d]thiazol-2-yl)(4-methoxyphenethyl)amino)-methyl)isoindoline-2-sulfonamide